(1R,4S)-4-((5-(N-(2-cyclopropyl-4-iodo-5-methylphenyl)but-2-ynamido)-1-methyl-1H-pyrazolo[4,3-b]pyridin-3-yl)oxy)-2,2-dimethylcyclohexane-1-carboxylic acid C1(CC1)C1=C(C=C(C(=C1)I)C)N(C(C#CC)=O)C1=CC=C2C(=N1)C(=NN2C)O[C@@H]2CC([C@@H](CC2)C(=O)O)(C)C